2,4,6-trimethyl-benzoyl-diphenyl-phosphorus oxide CC1=C(C(=O)P(C2=CC=CC=C2)(C2=CC=CC=C2)=O)C(=CC(=C1)C)C